(2E)-1-[2-(4-chlorophenyl)-3-(pyridin-4-yl)-6,7-dihydropyrazolo[1,5-a]pyrazin-5(4H)-yl]-4-(4-methoxypiperidin-1-yl)but-2-en-1-one ClC1=CC=C(C=C1)C1=NN2C(CN(CC2)C(\C=C\CN2CCC(CC2)OC)=O)=C1C1=CC=NC=C1